6-(2-(2-fluoro-3-methylphenyl)-2-hydroxyacetyl)-2-(1-phenylcyclopropyl)-3,5,6,7,8,9-hexahydro-4H-pyrimido[5,4-c]azepin-4-one FC1=C(C=CC=C1C)C(C(=O)N1CC2=C(CCC1)N=C(NC2=O)C2(CC2)C2=CC=CC=C2)O